ClC1=C(C=C2C=C(N=CC2=C1)NC(=O)[C@@H]1CC12CCOCC2)N2CCC(CC2)(C)C#N (R)-N-[7-chloro-6-(4-cyano-4-methyl-1-piperidinyl)-3-isoquinolinyl]-6-oxaspiro[2.5]octane-2-carboxamide